6-bromo-4-nitroisobenzofuran-1,3-dione BrC1=CC(=C2C(OC(C2=C1)=O)=O)[N+](=O)[O-]